2,2'-Diselanediylbis(ethan-1-ol) [Se]([Se]CCO)CCO